OC1(CCN(CC1)C(=O)OC(C)(C)C)CN1CCN(CC1)C1=CC=C(C=C1)[N+](=O)[O-] tert-butyl 4-hydroxy-4-[[4-(4-nitrophenyl)piperazin-1-yl]methyl]piperidine-1-carboxylate